ethyl 2-oxo-1,3,4-oxathiazole-5-carboxylate O=C1OC(=NS1)C(=O)OCC